FC=1C=C(C2=C(N=C(O2)NC=2OC3=C(N2)C=C(C=C3)CO)C1)F [2-(5,7-difluoro-1,3-benzoxazol-2-ylamino)-1,3-benzoxazol-5-yl]methanol